Tert-butyl 3-(6-chloro-5-fluoro-4-iodo-8-methoxy-3-methyl-2,7-naphthyridin-1-yl)-3,8-diazabicyclo[3.2.1]octane-8-carboxylate ClC=1C(=C2C(=C(N=C(C2=C(N1)OC)N1CC2CCC(C1)N2C(=O)OC(C)(C)C)C)I)F